(2S,4R)-1-((S)-2-(5-Aminopentanamido)-3,3-dimethylbutyryl)-4-hydroxy-N-(4-(4-methylthiazol-5-yl)benzyl)pyrrolidine-2-carboxamide NCCCCC(=O)N[C@H](C(=O)N1[C@@H](C[C@H](C1)O)C(=O)NCC1=CC=C(C=C1)C1=C(N=CS1)C)C(C)(C)C